BrC=1C=C(C=2N(C1)C=C(N2)C(F)F)C2CC2 6-bromo-8-cyclopropyl-2-(difluoromethyl)imidazo[1,2-a]pyridine